[2-Chloro-5-(2-chloro-5-fluoro-3-pyridyl)-4-fluoro-phenyl]-methanol ClC1=C(C=C(C(=C1)F)C=1C(=NC=C(C1)F)Cl)CO